C(CCC)C=C(C(=O)O)C.C(C(=C)C)(=O)OCCC propyl methacrylate (butyl methacrylate)